[N]1C(OCC2=C1C=CC=C2)=O 4H-1λ2-benzo[d][1,3]oxazin-2-one